C(#N)C1=CC2=C(N(C(N=C2N2[C@H](CN(CC2)C(=O)OC(C)(C)C)C)=O)C=2C(=NC=CC2C)C(C)C)N=C1C1=C(C=CC=C1)OC tert-butyl (S)-4-(6-cyano-1-(2-isopropyl-4-methylpyridin-3-yl)-7-(2-methoxyphenyl)-2-oxo-1,2-dihydropyrido[2,3-d]pyrimidin-4-yl)-3-methylpiperazine-1-carboxylate